C(C)(C)(C)OC(=O)N(C)COC(C1=CN=CC(=C1)NC(=O)OC1=CC=CC=C1)=O ((tert-butoxycarbonyl(methyl)amino)methyl)-5-((phenoxycarbonyl)amino)nicotinate